N-([1,1'-Biphenyl]-4-ylmethyl)-4-hydroxy-6-(1H-pyrazol-1-yl)nicotinamide C1(=CC=C(C=C1)CNC(C1=CN=C(C=C1O)N1N=CC=C1)=O)C1=CC=CC=C1